FC1=CC=C(C=C1)[C@@H]1N(CCC2=CC=CC=C12)C(=O)[C@@H]1OC[C@H]([C@H](C1)NC(OC(C)(C)C)=O)C tert-butyl ((2R,4S,5S)-2-((S)-1-(4-fluorophenyl)-1,2,3,4-tetrahydroisoquinoline-2-carbonyl)-5-methyltetrahydro-2H-pyran-4-yl)carbamate